ClC1=CC=2N(C3=CC=CC=C3C2C=C1)C1=C(C=CC=C1C1=CC(=CC=C1)C)C1=CC(=CC=C1)C 2-chloro-9-(3,3''-dimethyl-[1,1':3',1''-terphenyl]-2'-yl)-9H-carbazole